COC1=CN=CC(=N1)N1N=C2C=3C=CN=C(CCCCC(C(NC2=C1)=O)C)C3 4-(6-methoxypyrazin-2-yl)-9-methyl-3,4,7,15-tetraazatricyclo[12.3.1.02,6]Octadecan-1(18),2,5,14,16-pentaen-8-one